(S)-N-(2-((5-chloro-2-((3-isopropyl-1,2,3,4,4a,5-hexahydrobenzo[b]pyrazino[1,2-d][1,4]oxazin-8-yl)amino)pyrimidin-4-yl)amino)phenyl)methanesulfonamide ClC=1C(=NC(=NC1)NC=1C=CC2=C(OC[C@H]3N2CCN(C3)C(C)C)C1)NC1=C(C=CC=C1)NS(=O)(=O)C